2-((5-chloro-[1,1'-biphenyl]-2-yl)(methyl)amino)-2-oxoacetic acid ClC=1C=CC(=C(C1)C1=CC=CC=C1)N(C(C(=O)O)=O)C